[C@H]12CC(C[C@H](CC1)N2)C=2C1=C(N=C(N2)OC[C@]23CCCN3C[C@@H](C2)F)C(=C(N=C1)C1=CC(=CC2=CC=CC(=C12)CC)O)F 4-(4-((1R,5S)-8-azabicyclo[3.2.1]octan-3-yl)-8-fluoro-2-(((2R,7aS)-2-fluorotetrahydro-1H-pyrrolizin-7a(5H)-yl)methoxy)pyrido[4,3-d]pyrimidin-7-yl)-5-ethylnaphthalen-2-ol